OC=1C=NC2=CC(=CC=C2C1)C=O 3-HYDROXYQUINOLINE-7-CARBOXALDEHYDE